3-(bis(3-aminopropyl)amino)propan-1-ol tert-Butyl-3-methyl-5-oxo-5H-spiro[furo[3,4-b]pyridine-7,4'-piperidine]-1'-carboxylate C(C)(C)(C)C1N(CCC2(C1)OC(C=1C2=NC=C(C1)C)=O)C(=O)OCCCN(CCCN)CCCN